(R)-1-(2-(2-(3'-((3-((3-Hydroxypyrrolidin-1-yl)methyl)-1,7-naphthyridin-8-yl)amino)-2,2'-dimethyl-[1,1'-biphenyl]-3-yl)-4,6-dihydro-5H-pyrrolo[3,4-d]oxazol-5-yl)-2-oxoethyl)azetidin O[C@H]1CN(CC1)CC=1C=NC2=C(N=CC=C2C1)NC=1C(=C(C=CC1)C1=C(C(=CC=C1)C=1OC2=C(N1)CN(C2)C(CN2CCC2)=O)C)C